tert-Butyl 3-((4-(2-aminopyridin-3-yl)-2-(N,N-bis(4-methoxybenzyl)sulfamoyl)-3-(1-(4-methoxybenzyl)-1H-tetrazol-5-yl)phenyl)sulfonyl)azetidine-1-carboxylate NC1=NC=CC=C1C1=C(C(=C(C=C1)S(=O)(=O)C1CN(C1)C(=O)OC(C)(C)C)S(N(CC1=CC=C(C=C1)OC)CC1=CC=C(C=C1)OC)(=O)=O)C1=NN=NN1CC1=CC=C(C=C1)OC